C12(CC3CC(CC(C1)C3)C2)CC2=NOC(=N2)[C@H](CC=2N=CN(C2)C)NC(OC(C)(C)C)=O tert-butyl ((S)-1-(3-(adamantan-1-yl)methyl-1,2,4-oxadiazol-5-yl)-2-(1-methyl-1H-imidazol-4-yl)ethyl)carbamate